C12(CC(C1)C2)C(=O)O bicyclo[1.1.1]pentanecarboxylic acid